ClC1=NC=C2C(=CN=C(C2=C1)C(C)C)N1[C@@H]([C@H](C1)CS(=O)(=O)CC)C 7-chloro-4-((2R,3S)-3-(ethylsulfonylmethyl)-2-methylazetidin-1-yl)-1-isopropyl-2,6-naphthyridine